4-fluoro-2λ3,3λ3,5λ3,6λ3-benzenamine-13C6 F[13C]1=[13C][13C]=[13C]([13C]=[13C]1)N